OCC1NCC(N(C1)C(=O)O)C.BrC=1C=CC(=C(C1)C(C)=O)F 1-(5-bromo-2-fluorophenyl)ethanone 5-(hydroxymethyl)-2-methylpiperazine-1-carboxylate